OC1=CC=C(C=C1)C=1C=C(C=C(C1O)C1=CC=C(C=C1)O)SC1=CC(=C(C(=C1)C1=CC=C(C=C1)O)O)C1=CC=C(C=C1)O 3,5-bis(4-hydroxyphenyl)-4-hydroxyphenyl-thioether